CC(C)(C)S(=O)NC1(CCC2(OCCO2)CC1)C(F)(F)F 2-methyl-N-(8-(trifluoromethyl)-1,4-dioxaspiro[4.5]decan-8-yl)propane-2-sulfinamide